6-(2-amino-6-fluoro-5-(4-(piperazin-1-yl)phenyl)pyridin-3-yl)-8-fluoro-3,4-dihydroisoquinolin-1(2H)-one NC1=NC(=C(C=C1C=1C=C2CCNC(C2=C(C1)F)=O)C1=CC=C(C=C1)N1CCNCC1)F